4-(4-isopropylpiperidin-1-yl)aniline C(C)(C)C1CCN(CC1)C1=CC=C(N)C=C1